BrC(C(Br)(F)F)(F)F 1,2-dibromoperfluoroethane